(S)-1-((3aR,5R,6aS)-5-((5-(5-(3,6-dihydro-2H-pyran-4-yl)-1,3,4-thiadiazol-2-yl)-1H-pyrrolo[2,3-b]pyridin-4-yl)amino)hexahydrocyclopenta[c]pyrrol-2(1H)-yl)-2-hydroxy-propan-1-one O1CCC(=CC1)C1=NN=C(S1)C=1C(=C2C(=NC1)NC=C2)NC2C[C@@H]1[C@@H](CN(C1)C([C@H](C)O)=O)C2